L-2-Furylalanine O1C(=CC=C1)N[C@@H](C)C(=O)O